FC(C)(C)C1=CC=C2C(=CC=NC2=C1)C(=O)O 7-(2-fluoroprop-2-yl)quinoline-4-carboxylic acid